N-[2-(2-{4-[2-(6,7-DIMETHOXY-3,4-DIHYDRO-2(1H)-ISOQUINOLINYL)ETHYL]PHENYL}-2H-TETRAZOL-5-YL)-4,5-DIMETHOXYPHENYL]-4-OXO-4H-CHROMENE-2-CARBOXAMIDE MESYLATE SALT S(C)(=O)(=O)O.COC=1C=C2CCN(CC2=CC1OC)CCC1=CC=C(C=C1)N1N=C(N=N1)C1=C(C=C(C(=C1)OC)OC)NC(=O)C=1OC2=CC=CC=C2C(C1)=O